O[C@H](C)C1=NC=2C(=C3C(=NC2)N(C=C3)S(=O)(=O)C3=CC=CC=C3)N1C1=CC=C(C#N)C=C1 (R)-4-(2-(1-hydroxyethyl)-6-(benzenesulfonyl)imidazo[4,5-d]pyrrolo[2,3-b]pyridine-1(6H)-yl)benzonitrile